(R)-1-(2-(6-vinyl-1,2,4,5-tetrazin-3-yl)pyrrolidin-1-yl)ethan-1-one C(=C)C1=NN=C(N=N1)[C@@H]1N(CCC1)C(C)=O